COC(=O)C1=NC(=C(N=C1)C1=CC=CC=C1)C1=CC(=NC(=C1)C)C methyl-6-(2,6-dimethylpyridin-4-yl)-5-phenylpyrazine-2-carboxylate